2'-(ethane-1,2-diylbis(oxy))bis(ethane-1-thiol) C(COCCS)OCCS